BrC1=CC=C(C=C1)/C=C/C(=O)N1CCN(CC1)C(=O)C=1C=NC(=NC1)OC (E)-3-(4-bromophenyl)-1-(4-(2-methoxypyrimidine-5-carbonyl)piperazin-1-yl)prop-2-en-1-one